[I-].C[N+](CCN1C2=C(N=C3C(N(C(N=C13)=O)C)=O)C=C(C(=C2)C)C)(C)C Trimethyl-[2-(3,7,8-trimethyl-2,4-dioxo-3,4-dihydro-2H-benzo[g]pteridin-10-yl)-ethyl]-ammonium iodid